1-(6-((4-(6-((6-acetyl-8-cyclopentyl-5-methyl-7-oxo-7,8-dihydropyrido[2,3-d]pyrimidin-2-yl)amino)pyridin-3-yl)piperazin-1-yl)methyl)pyrazin-2-yl)dihydropyrimidine-2,4(1H,3H)-dione C(C)(=O)C1=C(C2=C(N=C(N=C2)NC2=CC=C(C=N2)N2CCN(CC2)CC2=CN=CC(=N2)N2C(NC(CC2)=O)=O)N(C1=O)C1CCCC1)C